C1(=CC=CC=C1)NS(=O)(=O)C1CCNCC1 N-phenylpiperidine-4-sulfonamide